5-Amino-1-(4,4-difluoropyrrolidin-3-yl)-3-[3-fluoro-4-[[(2-methoxybenzoyl)amino]methyl]phenyl]pyrazole-4-carboxamide NC1=C(C(=NN1C1CNCC1(F)F)C1=CC(=C(C=C1)CNC(C1=C(C=CC=C1)OC)=O)F)C(=O)N